C(#N)CC(=O)N1CC(C(=CC1)C1=C2C(=NC(=C1)NC(=O)C1CC1)NC=C2)(C)C N-(4-(1-(2-cyanoacetyl)-3,3-dimethyl-1,2,3,6-tetrahydropyridin-4-yl)-1H-pyrrolo[2,3-b]pyridin-6-yl)cyclopropylcarboxamide